tert-butyl (2S)-2-(((tert-butyldimethylsilyl)oxy)methyl)-5-cyanopyrrolidine-1-carboxylate [Si](C)(C)(C(C)(C)C)OC[C@H]1N(C(CC1)C#N)C(=O)OC(C)(C)C